10,10'-(4-(9-phenyl-9H-carbazol-1-yl)-3,5-bis(9H-pyrido[3,4-b]indol-9-yl)pyridine-2,6-diyl)bis(5-phenyl-5,10-dihydrophenazine) C1(=CC=CC=C1)N1C2=CC=CC=C2C=2C=CC=C(C12)C1=C(C(=NC(=C1N1C2=C(C3=CC=CC=C13)C=CN=C2)N2C1=CC=CC=C1N(C=1C=CC=CC21)C2=CC=CC=C2)N2C1=CC=CC=C1N(C=1C=CC=CC21)C2=CC=CC=C2)N2C1=C(C3=CC=CC=C23)C=CN=C1